NC1=CC=C2C(=N1)CCC2NC([C@@H](C)C(=O)N)=O (2S)-1-((2-amino-6,7-dihydro-5H-cyclopenta[b]pyridin-5-yl)amino)-1-oxopropan-2-carboxamide